4-(4-(2-(4-(3-(4-chloro-3-ethyl-1H-pyrrolo[2,3-b]pyridin-5-yl)phenyl)-3-oxopiperazin-1-yl)-2-oxoethoxy)piperidin-1-yl)-2-(2,6-dioxopiperidin-3-yl)isoindoline-1,3-dione ClC1=C2C(=NC=C1C=1C=C(C=CC1)N1C(CN(CC1)C(COC1CCN(CC1)C1=C3C(N(C(C3=CC=C1)=O)C1C(NC(CC1)=O)=O)=O)=O)=O)NC=C2CC